CC1(C[C@H](CCC1)[C@@H](C)OC(COC(CC)=O)=O)C.CN(C1=C(C(=O)NC(C)C2=CC(=CC=C2)C2OCCC2)C=C(C=C1)[N+](=O)[O-])C |r| 2-(dimethylamino)-5-nitro-N-(1-(3-(tetrahydrofuran-2-yl)phenyl)ethyl)benzamide 2-{(1RS)-1-[(1SR)-3,3-dimethylcyclohexyl]ethoxy}-2-oxoethyl-propionate